methyl 2-((tert-butoxycarbonyl) amino)-7-((4'-methyl-[1,1'-biphenyl]-3-yl) oxy)-1,2,3,4-tetrahydronaphthalene-2-carboxylate C(C)(C)(C)OC(=O)NC1(CC2=CC(=CC=C2CC1)OC=1C=C(C=CC1)C1=CC=C(C=C1)C)C(=O)OC